tert-butyl N-[(3S,5R)-1-benzyl-5-[tert-butyl (dimethyl) silyl]oxy-3-piperidyl]carbamate C(C1=CC=CC=C1)N1C[C@H](C[C@H](C1)O[Si](C)(C)C(C)(C)C)NC(OC(C)(C)C)=O